F[C@]1(C(O[C@@H]([C@H]1O)CO)=O)C (3R,4R,5R)-3-fluoro-3-methyl-4-hydroxy-5-hydroxymethyl-dihydrofuran-2-one